Isobutylboric acid C(C(C)C)OB(O)O